methyl 3-bromo-2-oxo-4-phenyl-2H-pyran-6-carboxylate BrC=1C(OC(=CC1C1=CC=CC=C1)C(=O)OC)=O